2-methyl-2-(2-naphthoxy)propionic acid CC(C(=O)O)(C)OC1=CC2=CC=CC=C2C=C1